distearylmaleate C(CCCCCCCCCCCCCCCCC)/C(=C(/C(=O)[O-])\CCCCCCCCCCCCCCCCCC)/C(=O)[O-]